C(#N)C1=C(C(=C(C=C1OC1CC1)C#CC)F)C1=CC=NN1C 5-(2-cyano-3-cyclopropyloxy-6-fluoro-5-(prop-1-yn-1-yl)phenyl)-1-methyl-1H-pyrazole